C(CCCN)N 1,4-butandiamine